FC=1C=C(C=C2N=CC=NC12)CC1=NC=CC(=C1N)N1C2(CC2)CNCC1 ((8-Fluoroquinoxalin-6-yl)methyl)-4-(4,7-diazaspiro[2.5]octan-4-yl)pyridin-3-amine